5-((5-isopropyl-2-((4-methoxy-phenyl)ethynyl)pyridin-4-yl)oxy)pyrimidine-2,4-diamine C(C)(C)C=1C(=CC(=NC1)C#CC1=CC=C(C=C1)OC)OC=1C(=NC(=NC1)N)N